NC1CCN(CC1)CC(CN1N=CN=C1)(O)C1=C(C=C(C=C1)F)F 1-(4-aminopiperidin-1-yl)-2-(2,4-difluorophenyl)-3-(1H-1,2,4-triazol-1-yl)propan-2-ol